BrC=1C(=CC=2N=CN=C(C2N1)O)F 6-bromo-7-fluoropyrido[3,2-d]pyrimidin-4-ol